(2e,2'e)-N,N'-(disulfanediylbis(ethane-2,1-diyl))bis(3-(furan-2-yl)-2-(hydroxyimino)propionamide) S(SCCNC(/C(/CC=1OC=CC1)=N/O)=O)CCNC(/C(/CC=1OC=CC1)=N/O)=O